COC=1C(=CC2=C(N=C(O2)C)C1)B1OC(C(O1)(C)C)(C)C 5-methoxy-2-methyl-6-(4,4,5,5-tetramethyl-1,3,2-dioxaborolan-2-yl)-1,3-benzoxazole